methyl 4-((3,5-dicyclohexylphenyl) (methyl) amino)-3-methylbenzoate C1(CCCCC1)C=1C=C(C=C(C1)C1CCCCC1)N(C1=C(C=C(C(=O)OC)C=C1)C)C